3-(4-nitrophenyl)-5-(trifluoromethyl)isothiazole [N+](=O)([O-])C1=CC=C(C=C1)C1=NSC(=C1)C(F)(F)F